3,4-dihydroxyphenethyl-acrylamide (4-(cyclohexyloxy)-2-(2,6-dioxopiperidin-3-yl)-3-oxoisoindolin-5-yl)methyl-(4-(3,4-difluorophenoxy)phenyl)carbamate C1(CCCCC1)OC1=C2C(N(CC2=CC=C1CN(C(O)=O)C1=CC=C(C=C1)OC1=CC(=C(C=C1)F)F)C1C(NC(CC1)=O)=O)=O.OC=1C=C(CCC(C(=O)N)=C)C=CC1O